ClC1=CC=C2C(=N1)N=C(O2)N2CC(C2)O 1-(5-Chlorooxazolo[4,5-b]pyridin-2-yl)azetidin-3-ol